4-amino-2-[(ethylamino)methyl]-α,α-dimethyl-1H-imidazo[4,5-c]quinolin-1-ethanol NC1=NC=2C=CC=CC2C2=C1N=C(N2CC(O)(C)C)CNCC